C1(=NC=CC2=CC=CC=C12)C([O-])=S isoquinolinethioate